(4-(trifluoromethyl)benzyl)-D-proline FC(C1=CC=C(CN2[C@H](CCC2)C(=O)O)C=C1)(F)F